3-bromo-N-((2-(trimethylsilyl)ethoxy)methyl)-1,2,4-triazole BrC1=NN(C=N1)COCC[Si](C)(C)C